2-{3-[(1r,3s)-3-methyl-1-(4-methyl-1,2,4-triazol-3-yl)cyclobutyl]Phenyl}-7-(trifluoromethyl)-1,3-benzoxazole-5-carboxylic acid methyl ester COC(=O)C=1C=C(C2=C(N=C(O2)C2=CC(=CC=C2)C2(CC(C2)C)C2=NN=CN2C)C1)C(F)(F)F